NC([C@H](C[C@H]1C(NC(C1)(C)C)=O)NC([C@H](CC1CC1)NC(=O)C=1NC2=CC=CC(=C2C1)OC)=O)=O N-[(1S)-2-[[(1S)-2-amino-1-[[(3R)-5,5-dimethyl-2-oxo-pyrrolidin-3-yl]methyl]-2-oxo-ethyl]amino]-1-(cyclopropylmethyl)-2-oxo-ethyl]-4-methoxy-1H-indole-2-carboxamide